3-(6-((4-fluoro-1H-pyrazol-1-yl)sulfonyl)-1-oxoisoindolin-2-yl)piperidine-2,6-dione FC=1C=NN(C1)S(=O)(=O)C1=CC=C2CN(C(C2=C1)=O)C1C(NC(CC1)=O)=O